C(C)(C)(C)OC(=O)N1CC(CC1)N1N=C(C2=CC(=CC=C12)Br)CO 3-(5-bromo-3-(hydroxymethyl)-1H-indazol-1-yl)pyrrolidine-1-carboxylic acid tert-butyl ester